6-(4-Chloro-3-fluorophenyl)-5-[5-[(3S)-1-(3-fluoropropyl)pyrrolidin-3-yl]oxypyrazin-2-yl]-8,9-dihydro-7H-benzo[7]annulen-2-ol ClC1=C(C=C(C=C1)C1=C(C2=C(CCC1)C=C(C=C2)O)C2=NC=C(N=C2)O[C@@H]2CN(CC2)CCCF)F